N-[4-(5-Cyclobutyl-1,2,4-oxadiazol-3-yl)phenyl]-3-[(1,1-dioxo-1,4-thiazinan-4-yl)methyl]benzamide C1(CCC1)C1=NC(=NO1)C1=CC=C(C=C1)NC(C1=CC(=CC=C1)CN1CCS(CC1)(=O)=O)=O